3-chloro-N-(diphenylmethylidene)-5-(oxan-4-ylmethyl)aniline ClC=1C=C(N=C(C2=CC=CC=C2)C2=CC=CC=C2)C=C(C1)CC1CCOCC1